4-ethoxy-N-(2-methoxy-4-((4-morpholinopiperidin-1-yl)sulfonyl)phenyl)-3-(trifluoromethyl)-1H-pyrrolo[2,3-b]pyridin-6-amine C(C)OC1=C2C(=NC(=C1)NC1=C(C=C(C=C1)S(=O)(=O)N1CCC(CC1)N1CCOCC1)OC)NC=C2C(F)(F)F